FC=1C=C(C=CC1F)C1C(C1)C(=O)NCC(=O)N[C@@H](C(C)C)C(=O)N[C@H](CCC(=O)OCC)C(=O)OCC diethyl (2-(3,4-difluorophenyl)cyclopropane-1-carbonyl)glycyl-L-valyl-D-glutamate